eicosyl 2-iodopropionate IC(C(=O)OCCCCCCCCCCCCCCCCCCCC)C